C(C(C)C)(=O)OCC1=CC[C@@H](O1)N1C(=O)N=C(N)C=C1 3',4'-didehydro-2',3'-dideoxy-5'-O-isobutyroylcytidine